2-bromo-2'-(1-methyltriazol-4-yl)spiro[4,5-dihydrothieno[2,3-c]pyran-7,4'-piperidin]-4-ol BrC1=CC2=C(S1)C1(CC(NCC1)C=1N=NN(C1)C)OCC2O